C(C)(C)(C)N1N=C(C(=C1C)O)C1=CC=C(C=C1)C 1-(tert-butyl)-5-methyl-3-(p-tolyl)-pyrazole-4-ol